ClC1=C(C(=O)NC2=CC(=C(C=C2)Cl)C2=NC=CC=C2)C=CC(=C1)S(=O)(=O)C 2-chloro-N-(4-chloro-3-pyridin-2-ylphenyl)-4-methanesulfonyl-benzamide